COCC(=O)O.BrC(C)F 2-bromo-2-fluoroethane 2-methoxyacetate